C(O[C@@H]1[C@@](O[C@H](C1)N1C2=NC(=NC(=C2N=C1)N)F)(C#C)CO[Si](C)(C)C(C)(C)C)(OCC=1OC(OC1C)=O)=O [(2R,3S,5R)-5-(6-amino-2-fluoro-purin-9-yl)-2-[[tert-butyl (dimethyl) silyl]oxymethyl]-2-ethynyl-tetrahydrofuran-3-yl] (5-methyl-2-oxo-1,3-dioxol-4-yl)methyl carbonate